NCC1=C(C=CC(=N1)OC[C@H](C)NS(=O)(=O)C(F)(F)F)Cl N-[(1S)-2-[[6-(aminomethyl)-5-chloro-2-pyridyl]oxy]-1-methyl-ethyl]-1,1,1-trifluoro-methanesulfonamide